(2-(2-((2,6-dichlorophenyl)amino)phenyl)acetyl Oxy)methyl 3-formyl-1H-indole-1-carboxylate C(=O)C1=CN(C2=CC=CC=C12)C(=O)OCOC(CC1=C(C=CC=C1)NC1=C(C=CC=C1Cl)Cl)=O